C(C)[C@@H](C(C)C)CC[C@@H](C)[C@H]1CC[C@H]2[C@@H]3CC=C4C[C@@H](O)CC[C@]4(C)[C@H]3CC[C@]12C 24R-ethylcholesterol